N-[4-[[5-[[4-[[[[2,4-difluoro-5-(5-methyl-1,3,4-oxadiazol-2-yl)phenyl]amino]carbonyl]phenylamino]-1-piperidinyl]methyl]-6-methyl-2-pyridinyl]oxy]phenyl]methanesulfonamide FC1=C(C=C(C(=C1)F)C=1OC(=NN1)C)NC(=O)N(C1CCN(CC1)CC=1C=CC(=NC1C)OC1=CC=C(C=C1)NS(=O)(=O)C)C1=CC=CC=C1